5-{[2-(4-Bromophenyl)imidazo[1,2-a]pyridin-3-yl]methyl}-N-(cyclohexyl)hexahydropyrrolo[3,4-c]pyrrole-2(1H)-carboxamide BrC1=CC=C(C=C1)C=1N=C2N(C=CC=C2)C1CN1CC2C(C1)CN(C2)C(=O)NC2CCCCC2